2-[4-cyclopropyl-6-(trideuteriomethoxy)pyrimidin-5-yl]-9-[[4-[1-isopropyl-4-(trifluoromethyl)imidazol-2-yl]phenyl]methyl]-7-(2,2,2-trifluoroethyl)purin-8-imine C1(CC1)C1=NC=NC(=C1C1=NC=C2N(C(N(C2=N1)CC1=CC=C(C=C1)C=1N(C=C(N1)C(F)(F)F)C(C)C)=N)CC(F)(F)F)OC([2H])([2H])[2H]